[3-(2-chloro-6-methyl-4-pyridinyl)-2-(3-cyanophenyl)pyrazolo[1,5-a]pyrimidin-5-yl]-2-cyano-guanidine ClC1=NC(=CC(=C1)C=1C(=NN2C1N=C(C=C2)NC(=NC#N)N)C2=CC(=CC=C2)C#N)C